NC1=NC(=NC(=N1)NC1=CC=C(C=C1)F)CN(C)CC=1C=C(C#N)C=CC1 3-((((4-amino-6-((4-fluorophenyl)amino)-1,3,5-triazin-2-yl)methyl)(methyl)amino)methyl)benzonitrile